4-(3-methylmorpholine-4-yl)-6-[4-(2-methylpyrazol-3-yl)sulfonyl-2-(trifluoromethyl)piperazin-1-yl]-1H-pyridin-2-one CC1N(CCOC1)C1=CC(NC(=C1)N1C(CN(CC1)S(=O)(=O)C=1N(N=CC1)C)C(F)(F)F)=O